C1C2=C(C(NCS1)=O)C=CC=C2 3,4-dihydrobenzo[e][1,3]thiazepin-5(1H)-one